methyl 5-bromo-6-chloro-3-methylpyridine-2-carboxylate BrC=1C=C(C(=NC1Cl)C(=O)OC)C